OC1=CC=C(C=C1)/C=C/C(=O)OC1=C(C=C(C=C1)CC=C)C1=C(C=CC(=C1)CC=C)O 5,5'-diallyl-2'-hydroxy-[1,1'-biphenyl]-2-yl (E)-3-(4-hydroxyphenyl)acrylate